3-prop-1-ynyloxetan-3-ol C(#CC)C1(COC1)O